C(CCCCCC=C)C1CCC(O1)=O 5-oct-7-enyloxolan-2-one